FC(S(=O)(=O)O)(F)F.N1=CC=C(C=C1)C1=C(C=CC=C1)P(C1=CC=CC=C1)C1=CC=CC=C1 4-pyridyltriphenylphosphine trifluoromesylate